ClC1=C(C=C(C=C1)N1N=NN=C1CNC(NCC1=NC=NN1C1=CC(=C(C=C1)Cl)F)=O)F 3-{[1-(4-chloro-3-fluorophenyl)-1H-1,2,3,4-tetrazol-5-yl]methyl}-1-{[1-(4-chloro-3-fluorophenyl)-1H-1,2,4-triazol-5-yl]methyl}urea